2-methyl-2-(methyldisulfanyl)propyl (2-(2-(2-(2-azidoethoxy)ethoxy)ethoxy) ethyl)(4-(hydroxymethyl)phenyl)carbamate N(=[N+]=[N-])CCOCCOCCOCCN(C(OCC(C)(SSC)C)=O)C1=CC=C(C=C1)CO